C(=O)(O)C=1C(NC(N([C@]2(C(O)([C@H](O)[C@@H](CO)O2)O)C)C1)=O)=O 5-carboxyhydroxy-methyl-uridine